BrC1=CC2=C(N(N=C2C=C1)COCC[Si](C)(C)C)CC 2-[(5-bromo-3-ethyl-indazol-2-yl)methoxy]Ethyl-trimethyl-silane